O1CC(C1)N1CCN(CC1)C(CN1N=CC(=C1)NC1=NN2C(C(=CC=C2)N2CC(C2)(N2N=CC(=C2)C(F)(F)F)CC#N)=N1)=O 2-[1-[2-[[1-[2-[4-(oxetan-3-yl)piperazin-1-yl]-2-oxo-ethyl]pyrazol-4-yl]amino]-[1,2,4]triazolo[1,5-a]pyridin-8-yl]-3-[4-(trifluoromethyl)pyrazol-1-yl]azetidin-3-yl]acetonitrile